1-(2-Chloro-5-(9-((3,3-difluoropiperidin-4-yl)methyl)-3,9-diazaspiro[5.5]undecane-3-carbonyl)-3-methylphenyl)dihydropyrimidine-2,4(1H,3H)-dione ClC1=C(C=C(C=C1C)C(=O)N1CCC2(CC1)CCN(CC2)CC2C(CNCC2)(F)F)N2C(NC(CC2)=O)=O